C(C)(C)C1=C(C=CC=C1)CC#N 2-(2-isopropylphenyl)acetonitrile